ClC=1C=C(C=C(C1)Cl)NC(\C=C\OCC)=O (E)-N-(3,5-dichlorophenyl)-3-ethoxy-prop-2-enamide